mesitylaniline CC1=CC(=C(C(=C1)C)NC2=CC=CC=C2)C